1-(4-(3-(difluoromethyl)-5-fluorobenzyl)pyridin-2-yl)-5-(hydroxymethyl)-3-methyl-1H-pyrazole-4-carboxylic acid FC(C=1C=C(CC2=CC(=NC=C2)N2N=C(C(=C2CO)C(=O)O)C)C=C(C1)F)F